5-((1R)-fluoro((((S)-1-(2-methoxyethoxy)-1-oxopropan-2-yl)amino)(phenoxy)phosphoryl)methyl)benzo[b]thiophene-2-carboxylic acid F[C@@H](C1=CC2=C(SC(=C2)C(=O)O)C=C1)P(=O)(OC1=CC=CC=C1)N[C@H](C(=O)OCCOC)C